(5S,5aS)-5-fluoro-3-(trifluoromethyl)-5a,6,8,9-tetrahydropyrido[3',2':4,5]pyrrolo[1,2-a]pyrazin F[C@H]1C2=C(N3[C@H]1CNCC3)N=CC(=C2)C(F)(F)F